CN1C(=NNC(C1)=O)C=1C(=NC=CN1)C(C)NC(C1=CC(=CC(=C1)C(F)(F)F)C(F)(F)F)=O N-(1-(3-(4-Methyl-6-oxo-1,4,5,6-tetrahydro-1,2,4-triazin-3-yl)pyrazin-2-yl)ethyl)-3,5-bis(trifluoromethyl)benzamide